1-dimethylethoxysilyl-6-bis(4-methylpiperazin-1-yl)phenylsilyl-hexane C[Si](CCCCCC[Si](C1=CC=CC=C1)(N1CCN(CC1)C)N1CCN(CC1)C)(OCC)C